C(CCCCCCCCCCCCCCC)(=O)N1[C@@](CC(C1)C(CCCCCCCCCCCCCCC)=O)(C(=O)O)O 1,4-dipalmitoyl-hydroxyproline